C(N)(OC(CC=1OC(=NN1)C)C1=C(C=CC(=C1)OCCCN(C)C)F)=O [1-[5-[3-(dimethylamino) propoxy]-2-fluoro-phenyl]-2-(5-methyl-1,3,4-oxadiazol-2-yl) ethyl] carbamate